3-(2-(dimethylamino)ethyl)-1H-indol CN(CCC1=CNC2=CC=CC=C12)C